iodoquinolone IC=1C(NC2=CC=CC=C2C1)=O